methyl 5-amino-2-methoxy-pyridine-4-carboxylate NC=1C(=CC(=NC1)OC)C(=O)OC